(1R,2R,3aS,10aR)-1-{(1E,3ξ)-3-[1-(2-chlorophenyl)cyclobutyl]-3-hydroxy-1-propen-1-yl}-5-fluoro-2-hydroxy-2,3,3a,9,10,10a-hexahydro-1H-benzo[b]cyclopenta[f]oxepin-6-carboxylic acid ClC1=C(C=CC=C1)C1(CCC1)C(/C=C/[C@H]1[C@@H](C[C@H]2[C@@H]1CCC1=C(O2)C(=C(C=C1)C(=O)O)F)O)O